6-(8-(1-cyclopropylpiperidin-4-yl)-8-azabicyclo[3.2.1]octan-3-yl)-2-(3,4-dimethoxyphenyl)-8-methylimidazo[1,2-a]pyridine C1(CC1)N1CCC(CC1)N1C2CC(CC1CC2)C=2C=C(C=1N(C2)C=C(N1)C1=CC(=C(C=C1)OC)OC)C